(E)-1-(1-((3-(2-cyclopropylvinyl)phenyl)sulfonyl)-5-(2-fluorophenyl)-1H-pyrrol-3-yl)-N-methyl-methylamine hydrochloride Cl.C1(CC1)/C=C/C=1C=C(C=CC1)S(=O)(=O)N1C=C(C=C1C1=C(C=CC=C1)F)CNC